3-(4-((6-((adamantan-2-yl)amino)hexyl)thio)-1-oxoisoindolin-2-yl)piperidine-2,6-dione C12C(C3CC(CC(C1)C3)C2)NCCCCCCSC2=C3CN(C(C3=CC=C2)=O)C2C(NC(CC2)=O)=O